N=[S@@]1(C[C@@H](C=C1)NC(OCC1=CC=CC=C1)=O)=O benzyl ((1S,3R)-1-imino-1-oxido-2,3-dihydro-1H-thiophen-3-yl)carbamate